1-(5-((1-isobutylpiperidin-4-yl)methyl)pyrazolo[1,5-a]pyridin-3-yl)dihydropyrimidine-2,4(1H,3H)-dione C(C(C)C)N1CCC(CC1)CC1=CC=2N(C=C1)N=CC2N2C(NC(CC2)=O)=O